FC1=C(CN2[C@@H]3CN([C@H](C2)C3)C(=O)[C@H]3N(CCC3)C(=O)OC(C)(C)C)C=CC(=C1)F tert-butyl (S)-2-((1S,4S)-5-(2,4-difluorobenzyl)-2,5-diazabicyclo[2.2.1]heptan-2-carbonyl)pyrrolidin-1-carboxylate